1-Cyclopentyl-5-(trifluoromethyl)-1H-pyrazole-3-amine C1(CCCC1)N1N=C(C=C1C(F)(F)F)N